4-Benzoyl-2,2,6,6-tetramethyl-piperidin C(C1=CC=CC=C1)(=O)C1CC(NC(C1)(C)C)(C)C